CC1(CC1)OC=1C=C2C(=NNC2=CC1)C1=CC(=NC=N1)N1CCN(CC1)C[C@@H]1CNCCO1 (2S)-2-[[4-[6-[5-(1-methylcyclopropoxy)-1H-indazol-3-yl]pyrimidin-4-yl]piperazin-1-yl]methyl]morpholine